3-bromo-5-(ethylsulfinyl)pyridine BrC=1C=NC=C(C1)S(=O)CC